5-(2,4-dihydroxyphenyl)-5,6-dihydropyrido[2,3-d]pyrimidine-4,7(3H,8H)-dione OC1=C(C=CC(=C1)O)C1CC(NC=2N=CNC(C21)=O)=O